BrC=1C(=C(C(=NC1C)C1=CC=C(CNC(C2=C(C=CC(=C2)F)OC)=O)C=C1)C#N)O N-(4-(5-bromo-3-cyano-4-hydroxy-6-methylpyridin-2-yl)benzyl)-5-fluoro-2-methoxybenzamide